4-(3-fluoro-4-nitro-pyrazol-1-yl)-4-[3-(2,2,2-trifluoroethyl)triazol-4-yl]butanenitrile FC1=NN(C=C1[N+](=O)[O-])C(CCC#N)C=1N(N=NC1)CC(F)(F)F